ClC1=C(C=C2C=C(C(NC2=C1)=O)C=1C=C(C=CC1)CC(=O)O)C1=CC=C(C=C1)OC 2-(3-(7-chloro-6-(4-methoxyphenyl)-2-oxo-1,2-dihydroquinolin-3-yl)phenyl)acetic acid